ClC1=C(C=CC(=C1)OC(F)F)B(O)O (2-chloro-4-(difluoromethoxy)phenyl)boronic acid